C=CC(=CCCC)CC(C(=O)[O-])C 3-heptadien-3-ylisobutyrate